C(CCCCCCCCCCCCC)(=O)OCCCCC(OC(NCCN(CCN(C)C)C)=O)CCCCOC(CCCCCCCCCCCCC)=O 11,14-dimethyl-7-oxo-5-{4-[(1-oxotetradecyl) oxy] butyl}-6-oxa-8,11,14-triazapentadec-1-yl tetradecanoate